6-ethyl-1,4-dihydropyridazine-5-carboxylic acid ethyl ester C(C)OC(=O)C=1CC=NNC1CC